NC=1C=CC2=C(N=C(O2)C2=C3C=C(N=CC3=C(N=C2)NC)NC(=O)C2CC2)C1 N-[5-(5-amino-1,3-benzoxazol-2-yl)-8-(methylamino)-2,7-naphthyridin-3-yl]cyclopropanecarboxamide